disodium pimelate C(CCCCCC(=O)[O-])(=O)[O-].[Na+].[Na+]